[N+](=O)([O-])C1=CC=C(C=C1)N1CCC(CC1)CN1CCC2(CN(CCO2)C(=O)OC(C)(C)C)CC1 tert-butyl 9-((1-(4-nitrophenyl) piperidin-4-yl) methyl)-1-oxa-4,9-diazaspiro[5.5]undecane-4-carboxylate